COC(=O)C=1C=NC=C(C1)C(CCO)N(O)C(=O)OC(C)(C)C.COC(=O)C=1C=C(C=NC1)C1N(OCC1)C(=O)OC(C)(C)C Tert-butyl 3-(5-methoxycarbonyl-3-pyridyl)isoxazolidine-2-carboxylate Methyl-5-[1-[tert-butoxycarbonyl(hydroxy)amino]-3-hydroxy-propyl]pyridine-3-carboxylate